tert-butyl-6-[1-(3,6-di-tert-butyl-9,9a-dihydro-4aH-fluoren-9-yl)-2-methylprop-1-en-1-yl]phenol C(C)(C)(C)C1=C(C(=CC=C1)C(=C(C)C)C1C2=CC=C(C=C2C2C=C(C=CC12)C(C)(C)C)C(C)(C)C)O